ClC=1C(=CSC1)S(=O)(=O)NC=1C(=C(C(=CC1)F)NC(C)=O)F N-(3-(4-chlorothiophene-3-sulfonylamino)-2,6-difluorophenyl)acetamide